N-((1R,3r,5S)-8-(((1-(3-hydroxycyclobutyl)piperidin-4-yl)methyl)sulfonyl)-8-azabicyclo[3.2.1]octan-3-yl)-5-(oxetan-3-yl)isoxazole-3-carboxamide OC1CC(C1)N1CCC(CC1)CS(=O)(=O)N1[C@H]2CC(C[C@@H]1CC2)NC(=O)C2=NOC(=C2)C2COC2